1-(6-methylpyridine-3-yl)butane-1,4-diol CC1=CC=C(C=N1)C(CCCO)O